C1(=CC=CC2=CC=CC=C12)OCCCCC(=O)O 5-(naphthalen-1-yloxy)pentanoic acid